(S)-4-(2-Azido-1-methoxypropan-2-yl)-1,6-dichloro-2,7-naphthyridine N(=[N+]=[N-])[C@@](COC)(C)C1=CN=C(C2=CN=C(C=C12)Cl)Cl